1-(tert-butyl) 3-ethyl 2-oxopyrrolidine-1,3-dicarboxylate O=C1N(CCC1C(=O)OCC)C(=O)OC(C)(C)C